3-fluoropropyltri-n-propoxysilane FCCC[Si](OCCC)(OCCC)OCCC